BrC1=C(C=C(C(=C1)OC)\C=C(/C)\[N+](=O)[O-])C (E)-1-bromo-5-methoxy-2-methyl-4-(2-nitroprop-1-en-1-yl)benzene